(RS)-3-(tert-butyl)-N-(2-fluoro-5-(2-(2-hydroxyethoxy)-6-morpholinopyridin-4-yl)-4-methylphenyl)pyrrolidine-1-carboxamide C(C)(C)(C)[C@@H]1CN(CC1)C(=O)NC1=C(C=C(C(=C1)C1=CC(=NC(=C1)N1CCOCC1)OCCO)C)F |r|